N-[5-(5-Cyclopropyl-4H-1,2,4-triazol-3-yl)-4-fluoro-2-methylphenyl]pyrazolo[1,5-a]pyridine-3-carboxamide C1(CC1)C=1NC(=NN1)C=1C(=CC(=C(C1)NC(=O)C=1C=NN2C1C=CC=C2)C)F